ClC=1C=CC(=C(C1)C1=NN(C=C1NC(=O)C=1C=NN2C1N=CC=C2)CC(=O)OC(C)(C)C)OC tert-butyl 2-(3-(5-chloro-2-methoxyphenyl)-4-(pyrazolo[1,5-a]pyrimidine-3-carboxamido)-1H-pyrazol-1-yl)acetate